C(C)(C)(C)OC(N[C@@H]1[C@@H]2[C@H]([C@H](OC1)COCCOCCOCCOCCN=[N+]=[N-])OC(O2)(C)C)=O tert-butyl((3aR,4R,7S,7aR)-4-(13-azido-2,5,8,11-tetraoxatridecyl)-2,2-dimethyltetrahydro-4H-[1,3]dioxolo[4,5-c]pyran-7-yl)carbamate